(±)-2-((1,1,1-trifluoropropan-2-yl)oxy)pyrimidine FC([C@@H](C)OC1=NC=CC=N1)(F)F |r|